(1-methyl-1H-imidazol-2-yl)-5-phenyl-4-(2-(pyrrolidin-1-yl)ethoxy)pyrrolo[2,1-f][1,2,4]triazine CN1C(=NC=C1)C1=NN2C(C(=N1)OCCN1CCCC1)=C(C=C2)C2=CC=CC=C2